(7R)-3-cyclopropyl-N-(3,3-difluorocyclobutyl)-7-[[6-(2-methyltetrazol-5-yl)pyridin-3-yl]amino]-7,8-dihydro-6H-cyclopenta[g]isoquinoline-5-sulfonamide C1(CC1)C=1N=CC=2C=C3C(=C(C2C1)S(=O)(=O)NC1CC(C1)(F)F)C[C@@H](C3)NC=3C=NC(=CC3)C=3N=NN(N3)C